(R)-1-(1-(6-Amino-3-chloropyridazin-4-yl)ethyl)-5,5-difluorotetrahydropyrimidin-2(1H)-one NC1=CC(=C(N=N1)Cl)[C@@H](C)N1C(NCC(C1)(F)F)=O